C(C)(C)(C)OC(=O)N1CC(C=2NC(C(=CC21)CC2=C(C=CC=C2)F)=O)(C)C 6-[(2-fluorophenyl)methyl]-3,3-dimethyl-5-oxo-1H,2H,3H,4H,5H-pyrrolo[3,2-b]Pyridine-1-carboxylic acid tert-butyl ester